sucrose octa-acetate CC(=O)OC[C@H]1O[C@@](COC(C)=O)(O[C@H]2O[C@H](COC(C)=O)[C@@H](OC(C)=O)[C@H](OC(C)=O)[C@H]2OC(C)=O)[C@@H](OC(C)=O)[C@@H]1OC(C)=O